N1C=CC=2C1=NC=C(C2)OC2=C(C(=O)OC)C=CC(=C2)N2CCC(CC2)[C@@H](O)C2=C(C=CC=C2)C2=CC=C(C=C2)Cl methyl (R)-2-((1H-pyrrolo[2,3-b]pyridin-5-yl)oxy)-4-(4-((4'-chloro-[1,1'-biphenyl]-2-yl)(hydroxy)methyl)piperidin-1-yl)benzoate